ClC1=C(C2=C(C3=C(N=C(N(C3=O)CC3=NOC(=C3)C(F)(F)F)C3=C(C=C(C(=C3)F)F)C3CC3)S2)C=C1)O 7-chloro-2-(2-cyclopropyl-4,5-difluorophenyl)-8-hydroxy-3-((5-(trifluoromethyl)isoxazol-3-yl)methyl)benzo[4,5]thieno[2,3-d]pyrimidin-4(3H)-one